Cl.NC1CN(CCCC1)C1=NN(C(C2=CC=CC=C12)=O)C1CCCCC1 4-(3-Aminoazepan-1-yl)-2-cyclohexylphthalazin-1(2H)-one-hydrochloride